2'-(quinolin-3-yl)-5',6'-dihydrospiro[azetidine-3,4'-pyrrolo[1,2-b]pyrazole] N1=CC(=CC2=CC=CC=C12)C=1C=C2N(N1)CCC21CNC1